(R)-2-(3-chlorophenyl)-2-methyl-1-phenylpropyl ((S)-1-(((S)-4-(cyclopropylamino)-3,4-dioxo-1-((S)-2-oxopyrrolidin-3-yl)butan-2-yl)amino)-4-methyl-1-oxopentan-2-yl)carbamate C1(CC1)NC(C([C@H](C[C@H]1C(NCC1)=O)NC([C@H](CC(C)C)NC(O[C@@H](C(C)(C)C1=CC(=CC=C1)Cl)C1=CC=CC=C1)=O)=O)=O)=O